N-((3,4-dihydro-1H-[1,4]oxazino[4,3-b]indazol-1-yl)methyl)ethanamine hydrogen chloride salt Cl.C1(OCCN2N=C3C=CC=CC3=C21)CNCC